C(C)(C)(C)[Sn](C(C)(C)C)(C(C)(C)C)C(C)(C)C t-butyltris(t-butyl)tin